CC(CO)CCC(CO)C 2,5-dimethylhexane-1,6-diol